ClC1=C(C2=C(OC3=C2N=CN=C3NCC(C)C)N=C1C)C 8-chloro-N-isobutyl-7,9-dimethyl-pyrido[3',2':4,5]furo[3,2-d]pyrimidin-4-amine